CC1(CCC=2C1=NC(=CC2CN2C[C@H](CCC2)C)C(=O)NC2=CC(=CC=C2)C2(CC(C2)C)C2=NN=CN2C)C 7,7-dimethyl-N-(3-((1s,3R)-3-methyl-1-(4-methyl-4H-1,2,4-triazol-3-yl)cyclobutyl)phenyl)-4-(((S)-3-methylpiperidin-1-yl)methyl)-6,7-dihydro-5H-cyclopenta[b]pyridine-2-carboxamide